(S)-tert-butyl (7-(2-ethyl-1,3-dioxolan-2-yl)-1-hydrazinyl-1-oxoheptan-2-yl)carbamate C(C)C1(OCCO1)CCCCC[C@@H](C(=O)NN)NC(OC(C)(C)C)=O